C(#N)[C@H](C[C@@H]1C(NCCC1)=O)NC(=O)[C@H]1N([C@H]2CC([C@@H]1CC2)(F)F)C([C@@H](CC(C)C)NC(C(F)(F)F)=O)=O (1R,3S,4R)-N-[(1S)-1-cyano-2-[(3R)-2-oxo-3-piperidyl]ethyl]-5,5-difluoro-2-[(2R)-4-methyl-2-[(2,2,2-trifluoroacetyl)amino]pentanoyl]-2-azabicyclo[2.2.2]octane-3-carboxamide